NC=1NC(C=2N=CN(C2N1)CCOCP(OCCSCCCCCCCCCCCCCC#C[Si](C)(C)C)(O)=O)=O 2-((15-(trimethylsilyl)pentadec-14-yn-1-yl)thio)ethyl hydrogen ((2-(2-amino-6-oxo-1,6-dihydro-9H-purin-9-yl)ethoxy)methyl)phosphonate